3-phenyl-4-(4-(trifluoromethyl)benzyl)-1H-pyrazole C1(=CC=CC=C1)C1=NNC=C1CC1=CC=C(C=C1)C(F)(F)F